((2S,3R)-4-benzyl-6,6-difluoro-2-methylmorpholin-3-yl)methan-d2-ol C(C1=CC=CC=C1)N1[C@@H]([C@@H](OC(C1)(F)F)C)C(O)([2H])[2H]